5-[(2R,5S)-5-methyl-2-piperidyl]-2-[rel-(4S)-1,2,2-trimethyl-4-piperidyl]indazole C[C@H]1CC[C@@H](NC1)C1=CC2=CN(N=C2C=C1)[C@@H]1CC(N(CC1)C)(C)C |o1:16|